4-(6-((1-methyl-1H-pyrazol-4-yl)amino)-1-((2-(trimethylsilyl)ethoxy)methyl)-1H-pyrrolo[3,2-c]Pyridin-2-yl)pyridine CN1N=CC(=C1)NC1=CC2=C(C=N1)C=C(N2COCC[Si](C)(C)C)C2=CC=NC=C2